BrC=1C=CC=2C(=CC3=C(C=CC=C3C2)Br)C1 2,9-dibromobenzo[b]naphthalene